COC1=NC=CC=C1C(C)N 1-(2-methoxy-3-pyridyl)ethylamine